ClC1=C(C=CC=C1)C1=C(C2=C(N=C(N=C2)NC2=CC(=C(C=C2)C2CCNCC2)C)N(C1=O)[C@@H]1CN(CCC1)C(CC)=O)C (S)-6-(2-chlorophenyl)-5-methyl-2-((3-methyl-4-(piperidin-4-yl)phenyl)amino)-8-(1-propionylpiperidin-3-yl)pyrido[2,3-d]pyrimidin-7(8H)-one